FC=1C=C2C(=NC1)NN=C2 5-fluoro-1H-pyrazolo[3,4-b]pyridine